C(C=C)(=O)N1[C@@H](CN(CC1)S(=O)(=O)C)C=1C=C(C=C(C1)Cl)C1=CC(NC=C1)=O (R)-4-(3-(1-acryloyl-4-(methylsulfonyl)piperazin-2-yl)-5-chlorophenyl)pyridin-2(1H)-one